C(CC)(=O)N1CCC2=CC(=CC=C12)C=1C=CC(=NC1)C(=O)NCC=1C=NC=CC1 5-(1-propionyl-indolin-5-yl)-N-(pyridin-3-ylmethyl)pyridineamide